FC=1C=C(C=CC1F)C1=NC=C(C=C1)N1CC2(COCCN2)CCC1 2-(3,4-difluorophenyl)-5-(4-oxa-1,8-diazaspiro[5.5]undecan-8-yl)pyridin